ClC=1C=C(C=CC1)N1C(N(C(C=2C=NC=3C(=CC=CC3C21)OC)=O)[C@@H]2CC[C@H](CC2)C(=O)O)=O trans-4-[1-(3-chloro-phenyl)-7-methoxy-2,4-dioxo-3,4-dihydro-2H-pyrimido[5,4-c]quinolin-3-yl]-cyclohexanecarboxylic acid